ClC1=CC=C(C=C1)N1N=C(N=C1)C(=O)N(C)C1CCCCC1 1-(4-chlorophenyl)-N-cyclohexyl-N-methyl-1H-1,2,4-triazole-3-carboxamide